C(C)C1OC(C(C(C(CC(CC(CN(C(C(C1(C)O)O)C)CCC)C)(C)O)C)O[C@@H]1O[C@H]([C@]([C@](C1)(C)OC)(CN1CCCCC1)O)C)C)=O 2-ethyl-3,4,10-trihydroxy-13-[(2R,4R,5S,6S)-5-hydroxy-4-methoxy-4,6-dimethyl-5-(piperidin-1-ylmethyl)oxan-2-yl]oxy-3,5,8,10,12,14-hexamethyl-6-propyl-1-oxa-6-azacyclopentadecan-15-one